NCC12CC(C1)(C2)N2C(N1[C@@H](CN(CC1)C(=O)[O-])C2)=O (R)-2-(3-(aminomethyl)bicyclo[1.1.1]pentan-1-yl)-3-Oxohexahydroimidazo[1,5-a]pyrazine-7(1H)-carboxylate